1,3,5-tris(4-aminooximinophenyl)benzene NC1=CC(C(C=C1)C1=CC(=CC(=C1)C1C(C=C(C=C1)N)=NO)C1C(C=C(C=C1)N)=NO)=NO